C[O-].CC(C)C[O-].CC(C)C[O-].CC(C)C[O-].[Zr+4].N(=C=S)CCCN1CCCC1 1-(3-isothiocyanatopropyl)pyrrolidine Zirconium triisobutoxide methoxide